ClC=1C(N(N=CC1NC[C@@]1(COCCC1)F)C=1C=NC(=CC1)OC1=C(C=CC(=C1)S(=O)(=O)C)OC(F)(F)F)=O 4-chloro-5-[[(3S)-3-fluorotetrahydropyran-3-yl]methylamino]-2-[6-[5-methylsulfonyl-2-(trifluoromethoxy)phenoxy]-3-pyridyl]pyridazin-3-one